FC(C(C(C(C(C(C(C(F)(F)F)(F)F)(F)F)(F)F)(F)F)(F)F)(F)F)(S(=O)(=O)[O-])F.C1(=CC=CC=C1)[S+](C1=CC=CC=C1)C1=CC=CC=C1 Triphenylsulfonium perfluorooctanesulfonate